BrC=1C=CC2=C(C(=N[C@H](C=3N2C(=NN3)C)CC)C3=C(C=CC=C3F)F)C1Cl (4S)-8-bromo-7-chloro-6-(2,6-difluorophenyl)-4-ethyl-1-methyl-4H-[1,2,4]triazolo[4,3-a][1,4]Benzodiazepine